C(C)(=O)NCCS(=O)(=O)[O-] N-ACETYL-TAURAT